C(C1=C(C(=CC2=CC=CC=C12)C(=O)O)O)C1=C(C(=CC2=CC=CC=C12)C(=O)O)O.BrC1=CC=C2C(N(C=NC2=C1)C(C(=O)NC=1SC=CN1)C1=CC=CC=C1)=O 2-(7-bromo-4-oxoquinazolin-3(4H)-yl)-2-phenyl-N-(thiazol-2-yl)acetamide 1,1'-methylene-bis-(2-hydroxy-3-naphthoate)